tert-Butyl (1R,5S)-3-(3-hydroxypropyl)-3,8-diazabicyclo[3.2.1]octane-8-carboxylate OCCCN1C[C@H]2CC[C@@H](C1)N2C(=O)OC(C)(C)C